C(C)C=1C(NC2=CC(=CN=C2C1)CN1CCN(CC1)C=1C=CC=2N(C1)C=C(N2)C)=O 3-ethyl-7-((4-(2-methylimidazo[1,2-a]pyridine-6-yl)piperazin-1-yl)methyl)-1,5-naphthyridin-2(1H)-one